C(=O)(OC(C)(C)C)N[C@@H](CC(C)C)CO Boc-Leucinol